FC1=C(C=C(C=C1)F)[C@@]12N(CC[C@H]2C1)C1=NC=2N(C=C1)N=CC2C=2SC(=NN2)C(C)C 2-(5-((1R,5S)-1-(2,5-difluorophenyl)-2-azabicyclo[3.1.0]hex-2-yl)pyrazolo[1,5-a]pyrimidin-3-yl)-5-isopropyl-1,3,4-thiadiazole